N-({4-[6-({3-Cyano-6-[(oxan-4-yl)amino]imidazo[1,2-b]pyridazin-8-yl}amino)pyridin-2-yl]phenyl}methyl)acetamid C(#N)C1=CN=C2N1N=C(C=C2NC2=CC=CC(=N2)C2=CC=C(C=C2)CNC(C)=O)NC2CCOCC2